(3-aminopropyl)-2-(2-fluoro-4-(methylcarbamoyl)phenyl)benzo[d]imidazo[2,1-b]thiazole-7-carboxamide hydrochloride Cl.NCCCC1=C(N=C2SC3=C(N21)C=CC(=C3)C(=O)N)C3=C(C=C(C=C3)C(NC)=O)F